(1R,5S,6s)-3-methyloxetan-3-yl 6-(2-((1R,2R)-2-(pyridin-3-yl)cyclopropanecarboxamido)ethyl)-3-azabicyclo[3.1.0]hexane-3-carboxylate N1=CC(=CC=C1)[C@H]1[C@@H](C1)C(=O)NCCC1[C@@H]2CN(C[C@H]12)C(=O)OC1(COC1)C